ClC=1C=2C(N=C3N(C2C=CC1)C1=CC(=CC=C1C31CCCCC1)C1CCC(CC1)CN1CC3(C1)CCN(CC3)C3=C(C=C(C=C3F)N3C(CCCC3=O)=O)F)=O (4-(2-((4-(4'-chloro-5'-oxo-5'H-spiro[cyclohexane-1,7'-indolo[1,2-a]quinazolin]-10'-yl)cyclohexyl)methyl)-2,7-diazaspiro[3.5]nonan-7-yl)-3,5-difluorophenyl)piperidine-2,6-dione